FC=1C(=C(C=C(C1)F)[C@@H]1C2=C(NC(=C1C(=O)OC)C)COC2=O)C(=C)C(F)(F)F (S)-methyl 4-(3,5-difluoro-2-(3,3,3-trifluoroprop-1-en-2-yl)phenyl)-2-methyl-5-oxo-1,4,5,7-tetrahydrofuro[3,4-b]pyridine-3-carboxylate